N-(2-(3-propyl-3-methyl-2-phenylcyclobut-1-enyl)phenyl)benzamide C(CC)C1(C(=C(C1)C1=C(C=CC=C1)NC(C1=CC=CC=C1)=O)C1=CC=CC=C1)C